C(C1=CC=CC=C1)N1CCC2(CC1)C(C=1C(=NC=CC1)C2)=O 1'-benzylspiro[cyclopenta[b]pyridine-6,4'-piperidin]-5(7H)-one